N-cyclopropyl-2-(pyridin-4-yl)pyrido[3,4-d]pyrimidin-amine C1(CC1)NC1(N=CC2=C(N1)C=NC=C2)C2=CC=NC=C2